C(C)SC=1C=C2C(=NC1C1=NC=3C(=NC=C(C3)C(F)(F)F)N1C)N(C(N2C)=O)C 6-ethylsulfanyl-1,3-dimethyl-5-[3-methyl-6-(trifluoromethyl)imidazo[4,5-b]pyridine-2-yl]imidazo[4,5-b]pyridine-2-one